3-((3S)-3-((S)-sec-butyl)-7-chloro-2-oxo-5-phenyl-2,3,4,5-tetrahydro-1H-benzo[e][1,4]diazepin-1-yl)-N-(thiophen-2-ylsulfonyl)propanamide [C@H](C)(CC)[C@@H]1NC(C2=C(N(C1=O)CCC(=O)NS(=O)(=O)C=1SC=CC1)C=CC(=C2)Cl)C2=CC=CC=C2